C(CCCCCCCCCCC)OP(=O)(O)O.C(CCC)[Na] n-butyl-sodium dodecyl-phosphate